C(C)C(C(=O)NC(C(=O)O)CCN(CCCCC1=NC=2NCCCC2C=C1)CC(C)(C)O)CC 2-(2-ethylbutanoylamino)-4-[(2-hydroxy-2-methyl-propyl)-[4-(5,6,7,8-tetrahydro-1,8-naphthyridin-2-yl)butyl]amino]butanoic acid